phosphostyrene P(=O)(=O)C=CC1=CC=CC=C1